Sodium (2S,5R)-2-(N-(3-acetamidopropanoyl)carbamimidoyl)-7-oxo-1,6-diazabicyclo[3.2.1]octan-6-yl Sulfate S(=O)(=O)(ON1[C@@H]2CC[C@H](N(C1=O)C2)C(NC(CCNC(C)=O)=O)=N)[O-].[Na+]